CC=1C(=C(C=CC1)O)CN methyl-aminomethyl-phenol